3-methoxy-2-((2-oxo-4-(o-tolyl)-2H-chromen-7-yl)oxy)propenamide COC=C(C(=O)N)OC1=CC=C2C(=CC(OC2=C1)=O)C1=C(C=CC=C1)C